3-(2-aminoethoxyamino)propyltrimethoxysilane NCCONCCC[Si](OC)(OC)OC